[3-cis-(trifluoromethoxy)cyclobutyl]methyl N-[3-[5-[3-cis-(trifluoromethoxy)cyclobutyl]-1,3,4-oxadiazol-2-yl]-1-bicyclo[1.1.1]pentanyl]carbamate FC(OC1(CCC1)C1=NN=C(O1)C12CC(C1)(C2)NC(OCC2(CCC2)OC(F)(F)F)=O)(F)F